ClC=1C2=C(N=C(N1)C)N(C(C(=C2)N2CCOCC2)=O)C 4-chloro-2,8-dimethyl-6-(morpholin-4-yl)-7H,8H-pyrido[2,3-d]Pyrimidin-7-one